(S)-quinuclidin-3-yl (5-(2,5-difluorophenyl)-2,3-dihydro-1H-inden-1-yl)carbamate FC1=C(C=C(C=C1)F)C=1C=C2CCC(C2=CC1)NC(O[C@@H]1CN2CCC1CC2)=O